FC=1C=CC(=C(C(=O)OC)C1)N[C@H](C)C1=C2C(=C(N(C(C2=CC(=C1)C)=O)C)N1CCN(CC1)CC(F)(F)F)F methyl (R)-5-fluoro-2-((1-(4-fluoro-2,7-dimethyl-1-oxo-3-(4-(2,2,2-trifluoroethyl)piperazin-1-yl)-1,2-dihydroisoquinolin-5-yl)ethyl)amino)benzoate